(2-tert-butyldimethylsilyloxy-4-methoxyphenyl)(phenyl)methanone [Si](C)(C)(C(C)(C)C)OC1=C(C=CC(=C1)OC)C(=O)C1=CC=CC=C1